C1(=CC=CC=C1)C1=CC=C(C=C1)COCC1=CC=C(C=C1)C1=CC=CC=C1 (4-phenyl)-phenylmethyl ether